COC(C1=C(C=CC=C1Cl)C1=CC(N(C(=C1)C)CC1=CC=CC=C1)=O)=O 2-(1-benzyl-6-methyl-2-oxo-1,2-dihydropyridin-4-yl)-6-chlorobenzoic acid methyl ester